OC(C(=O)C1=CC=C(C=C1)OC1=CC=C(C=C1)C(C(C)(C)O)=O)(C)C 2-hydroxy-1-(4-(4-(2-hydroxy-2-methylpropanoyl)phenoxy)phenyl)-2-methylpropan-1-one